N-cyclobutyl-5-[2,6-dichloro-4-[6-(difluoromethyl)-3,5-dioxo-1,2,4-triazin-2-yl]phenoxy]-2-methoxy-benzenesulfonamide C1(CCC1)NS(=O)(=O)C1=C(C=CC(=C1)OC1=C(C=C(C=C1Cl)N1N=C(C(NC1=O)=O)C(F)F)Cl)OC